(R)-5-(2,4-difluorophenyl)-N-(1-ethylpiperidin-3-yl)-4-methyl-pyrimidin-2-amine, fumarate salt C(\C=C\C(=O)O)(=O)O.FC1=C(C=CC(=C1)F)C=1C(=NC(=NC1)N[C@H]1CN(CCC1)CC)C